C1(=CC=CC=C1)N1C(=O)C(=O)C2=CC=CC=C12 N-phenyl-isatin